(R)-4-(2-chloro-7-(1-ethyl-1H-pyrazol-5-yl)thieno[3,2-d]Pyrimidin-4-yl)-3-methylmorpholine ClC=1N=C(C2=C(N1)C(=CS2)C2=CC=NN2CC)N2[C@@H](COCC2)C